C(C1=CC=CC=C1)(=O)OCC(COC(C1=CC=CC=C1)=O)O 2-Hydroxy-propane-1,3-diyl dibenzoate